N1N=C(N=C1)C1=CC=C(C=N1)C1=CN=C2C(=N1)N(C(CN2)=O)[C@@H]2CC[C@@H](CC2)OC 7-(6-(1H-1,2,4-triazol-3-yl)pyridin-3-yl)-1-(cis-4-methoxycyclohexyl)-3,4-dihydropyrazino[2,3-b]pyrazin-2(1H)-one